CC1=C(C=NC(=C1)C(CC)=O)C1=NC=C2C=C(N=CC2=C1)NC(=O)C1CC1 N-(7-(4-methyl-6-propionylpyridin-3-yl)-2,6-naphthyridin-3-yl)cyclopropanecarboxamide